estrene C[C@@]12C=CC[C@H]1[C@@H]1CCC3CCCC[C@@H]3[C@H]1CC2